C(#C)C=1C(=CC=C2C=C(C=C(C12)C1=C(C=2N=C(N=C(C2C=N1)N1CC(C(CCC1)(C)C)N(C(C=C)=O)C)OC[C@@H]1N(CCCC1)C)F)O)F N-(1-(7-(8-ethynyl-7-fluoro-3-hydroxynaphthalen-1-yl)-8-fluoro-2-(((R)-1-methylpiperidin-2-yl)methoxy)pyrido[4,3-d]pyrimidin-4-yl)-4,4-dimethylazepan-3-yl)-N-methylacrylamide